CC1=C(C=2N(N=C1N1CC=3C=C(C=NC3CC1)C=1C=NC=NC1)C(C=CN2)=O)C 8,9-dimethyl-7-(3-(pyrimidin-5-yl)-7,8-dihydro-1,6-naphthyridin-6(5H)-yl)-4H-pyrimido[1,2-b]pyridazin-4-one